CN(C(=O)C=1C=C(C=CC1)[Na])C (3-(dimethylcarbamoyl)phenyl)sodium